NC1=C(N=CC=N1)SC1=C(C(=CC=C1)S(N)(=O)=O)Cl 6-amino-5-((2-chloro-3-sulfamoylphenyl)thio)pyrazine